BrC1=CC=C(C=C1)CCC(=O)N1CCN(CC1)C(=O)C1=CC2=C(OC(O2)(F)F)C=C1 3-(4-bromophenyl)-1-(4-(2,2-difluorobenzo[d][1,3]dioxole-5-carbonyl)piperazin-1-yl)propan-1-one